CN1N=NC(=C1)C1=NN2C(=NC=3C=CC=CC3C2=N1)N[C@@H](C(=O)N)CC (2R)-2-{[2-(1-methyl-1H-1,2,3-triazol-4-yl)[1,2,4]triazolo[1,5-c]quinazolin-5-yl]amino}butanamide